COC=1C=C(C=CC1OC)C=1NC2=CC=C(C=C2C1CC)CC1NCCC1 2-(3,4-dimethoxyphenyl)-3-ethyl-5-(pyrrolidin-2-ylmethyl)-1H-indole